BrC1=C(C=C(C=C1)C(C)NS(=O)C(C)(C)C)OC N-[1-(4-bromo-3-methoxy-phenyl)ethyl]-2-methyl-propane-2-sulfinamide